The molecule is a coumaric acid in which the hydroxy substituent is located at C-4 of the phenyl ring. It has a role as a plant metabolite. It is a conjugate acid of a 4-coumarate. C1=CC(=CC=C1/C=C/C(=O)O)O